ClC=1C=C2C(=NC=NC2=CC1C1=C(C=CC=C1OC)F)N1CCN(CC1)C(C=C)=O 1-(4-(6-chloro-7-(2-fluoro-6-methoxy-phenyl)quinazolin-4-yl)piperazin-1-yl)prop-2-en-1-one